OC1=C(C(=CC(=C1)C(F)(F)F)C)C=1C=NC=2C(N1)=NN(C2)[C@H]2[C@@H](COC2)O (3S,4R)-4-[6-[2-hydroxy-6-methyl-4-(trifluoromethyl)phenyl]pyrazolo[3,4-b]pyrazin-2-yl]tetrahydrofuran-3-ol